IC(S(=O)(=O)C1=CC=C(C=C1)C)I p-[(Diiodomethyl)sulfonyl]-toluol